ClC1=NC(=CC(=C1)NC(=O)NC1=C(C(=CC=C1)F)CO)Cl 1-(2,6-dichloropyridin-4-yl)-3-(3-fluoro-2-hydroxymethylphenyl)urea